3-(6-((methyl(7-morpholinoheptyl)amino)methyl)-2-oxobenzo[cd]indol-1(2H)-yl)piperidine-2,6-dione CN(CCCCCCCN1CCOCC1)CC=1C=2C3=C(C(N(C3=CC1)C1C(NC(CC1)=O)=O)=O)C=CC2